Gamma-linoleic Acid CCCCC/C=C\C/C=C\C/C=C\CCCCC(=O)O